ClC1=CC=C(C=C1)C=1C(OCCC1)=O (4-chlorophenyl)-5,6-dihydro-2H-pyran-2-one